N-(2,3-dihydro-1,4-benzodioxin-5-yl)-3-oxo-butyramide O1CCOC2=C1C=CC=C2NC(CC(C)=O)=O